N1-(3,4-dichloro-1H-indol-7-yl)-N4-(1-(2,2,2-trifluoroacetyl)piperidin-4-yl)benzene-1,4-disulfonamide Isoamyl-senecioate C(CC(C)C)OC(C=C(C)C)=O.ClC1=CNC2=C(C=CC(=C12)Cl)NS(=O)(=O)C1=CC=C(C=C1)S(=O)(=O)NC1CCN(CC1)C(C(F)(F)F)=O